NC=1C=C(C=NC1C)C(CC1=NC(=NC(=N1)N[C@@H](CO)CC(C)C)NS(=O)(=O)C)C N-(4-(2-(5-Amino-6-methylpyridin-3-yl)propyl)-6-(((R)-1-hydroxy-4-methylpentan-2-yl)amino)-1,3,5-triazin-2-yl)methanesulfonamide